COC=1C=C(C=CC1)C1=CC(=NO1)C1=CC=C(C=C1)NC(OC(C)(C)C)=O tert-butyl (4-(5-(3-methoxyphenyl)isoxazol-3-yl)phenyl)carbamate